CC=1NC=C(N1)CCCN(CCCC=1N=C(NC1)C)CCCC=1N=C(NC1)C N,N,N-tris(3-(2-methylimidazolyl)propyl)-amine